[N+](=O)([O-])C=1C=C2CCN(C2=CC1)C(=O)OC methyl 5-nitroindoline-1-carboxylate